methyl N2-(((9H-fluoren-9-yl)methoxy)carbonyl)-N6-(tert-butoxycarbonyl)-L-lysinate C1=CC=CC=2C3=CC=CC=C3C(C12)COC(=O)N[C@@H](CCCCNC(=O)OC(C)(C)C)C(=O)OC